N-tert-butyl-4-[(2R)-2-[[4-(2,6-dimethylphenyl)-7-quinolyl]oxy]propanoyl]piperazine-1-carboxamide C(C)(C)(C)NC(=O)N1CCN(CC1)C([C@@H](C)OC1=CC=C2C(=CC=NC2=C1)C1=C(C=CC=C1C)C)=O